C(C)(C)(C)OC(=O)NC1(CC2=CC=C(C=C2CC1)OC1=CC=C(C=C1)C=1C=NC=CC1)C(=O)O 2-((tert-butoxycarbonyl)amino)-6-(4-(pyridine-3-yl)phenoxy)-1,2,3,4-tetrahydronaphthalene-2-carboxylic acid